tetrahydrofuran-3-ylmethylacrylate O1CC(CC1)COC(C=C)=O